(phenyl)-methanone O-(tert-butyl) oxime C(C)(C)(C)ON=CC1=CC=CC=C1